BrC1=CC(=C(C(=O)OC)C=C1)C(F)(F)F methyl 4-bromo-2-(trifluoromethyl)benzoate